(S)-N-((S)-1-cyclohexyl-2-(4-(4-methylpyrazolo[1,5-a]pyridine-5-carbonyl)piperazin-1-yl)-2-oxoethyl)-2-(methylamino)propanamide C1(CCCCC1)[C@@H](C(=O)N1CCN(CC1)C(=O)C1=C(C=2N(C=C1)N=CC2)C)NC([C@H](C)NC)=O